F[C@H]1CN(CC1)CCCC1=C2N(C(N1)=S)CC(C2)C2=C(C(=CC=C2F)F)F 1-(3-((R)-3-fluoropyrrolidin-1-yl)propyl)-6-(2,3,6-trifluorophenyl)-2,5,6,7-tetrahydro-3H-pyrrolo[1,2-c]imidazole-3-thione